BrC1=CC=C(C(=C1NCC(CNC(OCC1=CC=CC=C1)=O)O)[N+](=O)[O-])F benzyl N-[3-(6-bromo-3-fluoro-2-nitro-anilino)-2-hydroxy-propyl]carbamate